(3aR,4R,6aR)-4-(4-amino-5-deuteropyrrolo[2,1-f][1,2,4]triazin-7-yl)-6-(hydroxymethyl)-2,2-dimethyltetrahydrofurano[3,4-d][1,3]dioxole-4-carbonitrile NC1=NC=NN2C1=C(C=C2[C@@]2(OC([C@H]1OC(O[C@H]12)(C)C)CO)C#N)[2H]